CC=1C=C(C=CC1C)C1=CC=C(C(=N1)O)C=1N=NN(C1)C1CS(C=C1)(=O)=O 3-(4-(6-(3,4-dimethylphenyl)-2-hydroxypyridin-3-yl)-1H-1,2,3-triazol-1-yl)-2,3-dihydrothiophene 1,1-dioxide